C12(CC3CC(CC(C1)C3)C2)N(CCCCCCCSC2=C3CN(C(C3=CC(=C2)F)=O)C2C(NC(CC2)=O)=O)C 3-(4-((7-((adamantan-1-yl)(methyl)amino)heptyl)thio)-6-fluoro-1-oxoisoindolin-2-yl)piperidine-2,6-dione